6-((5-methoxypyridin-3-yl) methyl)-4,5,6,7-tetrahydrothieno[2,3-c]pyridine-3-carboxylate COC=1C=C(C=NC1)CN1CC2=C(CC1)C(=CS2)C(=O)[O-]